2-methylamino-1,4-naphthoquinone CNC=1C(C2=CC=CC=C2C(C1)=O)=O